N-[6-(5-fluoro-1-oxidopyridin-1-ium-3-yl)-2-(trifluoromethyl)-3-pyridinyl]-N-methyl-carbamic acid tert-butyl ester C(C)(C)(C)OC(N(C)C=1C(=NC(=CC1)C=1C=[N+](C=C(C1)F)[O-])C(F)(F)F)=O